B1NCCCCC1 borazepan